P(=O)(O)(O)OC=1C=CC=2C=CC3=CC=CC=C3C2C1 phenanthren-3-yl dihydrogenphosphate